C1(=CC=CC=C1)C#CN(S(=O)(=O)C)CC(F)(F)F N-(phenylethynyl)-N-(2,2,2-trifluoroethyl)methanesulfonamide